FC1CCC(N(C1)CC1=CC=C(C=C1)OC)C1=C(CNN2C=NC=C2C(=O)N)C=CC=C1 ((2-(5-fluoro-1-(4-methoxybenzyl)piperidin-2-yl)benzyl)amino)-1H-imidazole-5-carboxamide